1-(3-(1,1-difluoro-2-hydroxyethyl)phenyl)-6-(trifluoromethoxy)-1H-indole-2-carboxylic acid FC(CO)(F)C=1C=C(C=CC1)N1C(=CC2=CC=C(C=C12)OC(F)(F)F)C(=O)O